C1(=CC=CC=C1)C=1C=C(C2=CC=CC=C2C1)N1C(=CC2=CC=CC=C12)C1=CC=C(C=C1)Br N-(3-phenylnaphthyl)-2-(4-bromophenyl)-indole